3-(tert-butyl)-N-(2-methyl-4-(5-(piperazin-1-yl)pyrimidin-4-yl)benzyl)-1,2,4-oxadiazole-5-carboxamide hydrochloride Cl.C(C)(C)(C)C1=NOC(=N1)C(=O)NCC1=C(C=C(C=C1)C1=NC=NC=C1N1CCNCC1)C